lithium (S)-5-([1,3'-bipyrrolidin]-1'-yl)pyrazine-2-carboxylate N1(CCCC1)[C@@H]1CN(CC1)C=1N=CC(=NC1)C(=O)[O-].[Li+]